C(CCCCNC(=O)[O-])NC(=O)OCCCC butyl 1,5-pentanedicarbamate